1,3-dibromopropane-d6 CC(=O)[C@H]1CC[C@@H]2[C@@]1(CC[C@H]3[C@H]2CC=C4[C@@]3(CCC(=C4)OC(=O)C)C)C